(S)-6-fluoro-7-(5-fluoropyridin-2-yl)-3-(4-((6-oxo-5-(trifluoromethyl)-1,6-dihydropyridazin-4-yl)amino)pentyl)quinazolin-4(3H)-one FC=1C=C2C(N(C=NC2=CC1C1=NC=C(C=C1)F)CCC[C@H](C)NC=1C=NNC(C1C(F)(F)F)=O)=O